2-chloro-N-methyl-N-(2-((4aS,5aR)-5a-methyl-1-((2-(trimethylsilyl)ethoxy)methyl)-1,4,4a,5,5a,6-hexahydrocyclopropa[f]indazol-3-yl)-3H-imidazo[4,5-b]pyridin-6-yl)propenamide ClC(C(=O)N(C=1C=C2C(=NC1)NC(=N2)C2=NN(C=1C[C@@]3([C@H](CC21)C3)C)COCC[Si](C)(C)C)C)=C